3-chloro-N-(4-cyano-2,6-diisopropylphenylcarbamoyl)-5-(2-hydroxypropan-2-yl)benzenesulfonamide ClC=1C=C(C=C(C1)C(C)(C)O)S(=O)(=O)NC(NC1=C(C=C(C=C1C(C)C)C#N)C(C)C)=O